O=C1N(CC2=NC=CC=C21)C21CC3(CC(CC(C2)C3)C1)NC(=O)C1=CC=NO1 Isoxazole-5-carboxylic acid [3-(5-oxo-5,7-dihydro-pyrrolo[3,4-b]pyridin-6-yl)-adamantan-1-yl]-amide